CC(C(=O)C1=NC2=CC=CC=C2C=C1)(CCC=C)C 2,2-dimethyl-1-(quinolin-2-yl)hex-5-en-1-one